[N+](=O)([O-])C1=CC=C(C=C1)C=1SC=CC1 (4-nitrophenyl)thiophen